COC=1C=C2C(=CC=NC2=CC1OC)N(C1=CC=C(C=C1)N1C(N(CC1=O)C=1C=NC=C(C1)C(F)(F)F)=O)C 3-{4-[(6,7-dimethoxy-4-quinolinyl)(methyl)amino]phenyl}-1-[5-(trifluoromethyl)-3-pyridinyl]-2,4-imidazolidinedione